4-(3,8-diazabicyclo[3.2.1]-octan-3-yl)-8-fluoro-2-(((2R,7aS)-2-fluorotetra-hydro-1H-pyrrolizin-7a(5H)-yl)methoxy)-7-(1H-indazol-7-yl)quinazoline C12CN(CC(CC1)N2)C2=NC(=NC1=C(C(=CC=C21)C=2C=CC=C1C=NNC21)F)OC[C@]21CCCN1C[C@@H](C2)F